5-(5-(2-oxa-6-azaspiro[3.3]hept-6-yl)pyridin-2-yl)-N-(3-chloro-5-(methylsulfonylamino)phenyl)-1-methyl-1H-pyrrole-3-carboxamide C1OCC12CN(C2)C=2C=CC(=NC2)C2=CC(=CN2C)C(=O)NC2=CC(=CC(=C2)NS(=O)(=O)C)Cl